N1-(7-(2-amino-7-fluorobenzo[d]thiazol-4-yl)-6-chloro-2-(3-(dimethylamino)azetidin-1-yl)-8-fluoroquinazolin-4-yl)ethane-1,2-diamine NC=1SC2=C(N1)C(=CC=C2F)C2=C(C=C1C(=NC(=NC1=C2F)N2CC(C2)N(C)C)NCCN)Cl